4-amino-3-{6-[2-(6-hydroxyhexyloxy)phenyl]pyridin-3-ylazo}naphthalene-1-sulfonic acid NC1=C(C=C(C2=CC=CC=C12)S(=O)(=O)O)N=NC=1C=NC(=CC1)C1=C(C=CC=C1)OCCCCCCO